1-[4-(4-benzoyl-phenylsulfonyl)-phenyl]-2-methyl-2-(toluene-4-yl)benzophenone C(C1=CC=CC=C1)(=O)C1=CC=C(C=C1)S(=O)(=O)C1=CC=C(C=C1)C1(C(=O)C2=CC=CC=C2)C(C=CC=C1)(C1=CC=C(C)C=C1)C